COCCN1N=CC=C1C(=O)O 2-(2-methoxyethyl)pyrazole-3-carboxylic acid